2-methyl-6-{[5-methyl-3-(6-methylpyridin-3-yl)-1,2-oxazol-4-yl]methoxy}-1,2,3,4-tetrahydro-2,7-naphthyridine CN1CC2=CN=C(C=C2CC1)OCC=1C(=NOC1C)C=1C=NC(=CC1)C